C(C1CS1)OCCSCCSCCOCC1CS1 1,8-bis(2,3-epithiopropoxy)-3,6-dithiaoctane